2,3-dimethyl-1H-indole-4,6-dicarboxylic acid CC=1NC=2C=C(C=C(C2C1C)C(=O)O)C(=O)O